3-(r)-methylpiperidine C[C@H]1CNCCC1